ethyl 4-(4-(hydroxy(phenyl)methyl)-5-phenyl-1H-1,2,3-triazol-1-yl)benzoate OC(C=1N=NN(C1C1=CC=CC=C1)C1=CC=C(C(=O)OCC)C=C1)C1=CC=CC=C1